COC1=C(C=C(C(=N1)N1CCC(CC1)N1CCN(CC1)C)C)[N+](=O)[O-] 1-(1-(6-methoxy-3-methyl-5-nitropyridin-2-yl)piperidin-4-yl)-4-methylpiperazine